(R)-8-bromo-2-ethyl-1-methyl-1,4-dihydropyrido[3,4-b]pyrazin-3(2H)-one BrC1=CN=CC=2NC([C@H](N(C21)C)CC)=O